ClC=1C=C(C=CC1F)[C@@H]1N(OCC1)C1=CC(=NC=N1)NC=1C(=CC(=C(C1)NC(C=C)=O)N(C)CCOC)OC N-(5-((6-((R)-3-(3-chloro-4-fluorophenyl)isoxazolidine-2-yl)pyrimidine-4-yl)amino)-4-methoxy-2-((2-methoxyethyl)(methyl)amino)phenyl)acrylamide